C1(CCC1)NC=1C=C(C=2N(N1)C(=NN2)C2CC2)NCC2=NC=CC=C2 N6-cyclobutyl-3-cyclopropyl-N8-(pyridin-2-ylmethyl)-[1,2,4]triazolo[4,3-b]pyridazine-6,8-diamine